BrC=1C=CC2=C(C(=NO2)C(=O)N)C1 5-bromo-1,2-benzoxazole-3-carboxamide